2,3,4,5-Tetrahydropyrido[3,4-f][1,4]thiazepine S1CCNCC2=C1C=CN=C2